1-(3-cyclopropyl-1-(6-(pyridin-4-yl)-3,4-dihydroquinolin-1(2H)-yl)-5,6-dihydroimidazo[1,5-a]pyrazin-7(8H)-yl)ethan-1-one C1(CC1)C1=NC(=C2N1CCN(C2)C(C)=O)N2CCCC1=CC(=CC=C21)C2=CC=NC=C2